(1r,4r)-4-(3-Chloroanilino)-2'-(2,3-dihydro-1-benzofuran-7-yl)-2',3'-dihydrospiro[cyclohexane-1,1'-indene]-4-carboxylic acid ClC=1C=C(NC2(CCC3(C(CC4=CC=CC=C34)C3=CC=CC=4CCOC43)CC2)C(=O)O)C=CC1